FC1=C(C(=C(C(=C1F)F)F)F)C=1C2=CC=C(N2)C(=C2C=CC(C(=C3C=CC(=C(C=4C=CC1N4)C4=C(C(=C(C(=C4F)F)F)F)F)N3)C3=C(C(=C(C(=C3F)F)F)F)F)=N2)C2=C(C(=C(C(=C2F)F)F)F)F 5,10,15,20-tetrakis(2,3,4,5,6-pentafluorophenyl)-porphyrin